(2-chloro-4-phenoxy phenyl) ketone ClC1=C(C=CC(=C1)OC1=CC=CC=C1)C(=O)C1=C(C=C(C=C1)OC1=CC=CC=C1)Cl